NC1=NC=C(C=C1C1=NN(C(C=C1)=O)C=1C=C(C(=O)NC)C=CC1)C=1C=NN(C1)C1CCN(CC1)CCOC 3-(3-(2-Amino-5-(1-(1-(2-methoxyethyl)piperidin-4-yl)-1H-pyrazol-4-yl)pyridin-3-yl)-6-oxopyridazin-1(6H)-yl)-N-methylbenzamid